The molecule is an amino disaccharide consisting of a 3-deoxy-4-O-phosphono-D-manno-oct-2-ulose residue attached to beta-glucosamine via an alpha-(2->6)-linkage with an O-allyl group at the anomeric centre. It is an amino disaccharide and a glucosamine oligosaccharide. CC(=O)N[C@@H]1[C@H]([C@@H]([C@H](O[C@H]1OCC=C)CO[C@@]2(C[C@H]([C@H]([C@H](O2)[C@@H](CO)O)O)OP(=O)(O)O)C(=O)O)O)O